3-(8-(bis(4-methoxybenzyl)amino)-2-((6-methoxypyridin-2-yl)methyl)-[1,2,4]triazolo[1,5-a]pyrazin-6-yl)benzonitrile COC1=CC=C(CN(C=2C=3N(C=C(N2)C=2C=C(C#N)C=CC2)N=C(N3)CC3=NC(=CC=C3)OC)CC3=CC=C(C=C3)OC)C=C1